3-(adamantan-1-yl)-2-((tert-butoxycarbonyl)amino)propanoic acid C12(CC3CC(CC(C1)C3)C2)CC(C(=O)O)NC(=O)OC(C)(C)C